(R)-(1-(cyclopropylmethyl)piperidin-3-yl)carbamic acid tert-butyl ester C(C)(C)(C)OC(N[C@H]1CN(CCC1)CC1CC1)=O